Propane-2-sulfonic acid [(3S,4S)-4-(2'-cyano-4'-fluoro-biphenyl-4-yloxy)-tetrahydro-furan-3-yl]-amide C(#N)C1=C(C=CC(=C1)F)C1=CC=C(C=C1)O[C@H]1[C@H](COC1)NS(=O)(=O)C(C)C